Cl.CNC(=O)C1CNCCC1 piperidine-3-carboxylic acid methylamide hydrochloride